CC(=C(O)C)CCCCCC DIMETHYL-octenol